1-((6-(phenylethynyl)quinolin-4-yl)thio)cyclobutane-1-carboxylic acid C1(=CC=CC=C1)C#CC=1C=C2C(=CC=NC2=CC1)SC1(CCC1)C(=O)O